methyl 3-[[7-benzyloxy-4-(4-fluorophenyl)-3-isopropenyl-2-quinolinyl] amino]-2-methyl-propanoate C(C1=CC=CC=C1)OC1=CC=C2C(=C(C(=NC2=C1)NCC(C(=O)OC)C)C(=C)C)C1=CC=C(C=C1)F